NCCS(=O)(=O)O.NCCS(=O)(=O)O.NCCS(=O)(=O)O.[Na] sodium tritaurin